NC[C@@H](COCC1=CC=CC=C1)O (2S)-1-amino-3-phenylmethoxypropan-2-ol